BrC=1C=C2CCC[C@@H](C2=CC1)N1CCN(CC1)C[C@@H]1OC(OC1)(C)C 1-[(1S)-6-bromo-1,2,3,4-tetrahydronaphthalen-1-yl]-4-{[(4S)-2,2-dimethyl-1,3-dioxolan-4-yl]methyl}piperazine